BrC=1N=CC=2N(C1OC(C)C)N=C(N2)N 6-bromo-5-isopropoxy-[1,2,4]triazolo[1,5-a]pyrazin-2-amine